FC(C1=CC=C(C=C1)C#CC1CN(CC1)C(=O)OC(C)(C)C)(F)F tert-butyl 3-{2-[4-(trifluoromethyl)phenyl]ethynyl}pyrrolidine-1-carboxylate